N1=C(C=CC=C1)CC(=O)OC1=C2C(=CNC2=CC=C1)CCN(C)C 3-(2-(dimethylamino)ethyl)-1H-indol-4-yl 2-(pyridin-2-yl)acetate